C(C)(=O)O[C@H]1[C@@H](SC=2C(=NC=C(C2)C)C#N)O[C@@H]([C@@H]([C@@H]1N1N=NC(=C1)C=1SC=C(N1)Cl)OC(C)=O)COC(C)=O 2-cyano-5-methylpyridin-3-yl 2,4,6-tri-O-acetyl-3-[4-(4-chlorothiazol-2-yl)-1H-1,2,3-triazol-1-yl]-3-deoxy-1-thio-α-D-galactopyranoside